FC=1C=C(C=C2C(OC(OC2=O)C2=CC=CC=C2)=O)C=CC1O 5-(3-fluoro-4-hydroxybenzylidene)-2-phenyl-1,3-dioxane-4,6-dione